1-(2-(3-((4,6-Difluoro-1H-indol-5-yl)oxy)phenyl)-1H-imidazol-5-yl)-1-(3-(hydroxymethyl)phenyl)ethan-1-ol FC1=C2C=CNC2=CC(=C1OC=1C=C(C=CC1)C=1NC(=CN1)C(C)(O)C1=CC(=CC=C1)CO)F